N-(tert-butyl)-3-(4-(4-(ethylsulfonamido)-2-(6-azaspiro[2.5]octan-6-yl)phenyl)-1H-1,2,3-triazol-1-yl)benzenesulfonamide C(C)(C)(C)NS(=O)(=O)C1=CC(=CC=C1)N1N=NC(=C1)C1=C(C=C(C=C1)NS(=O)(=O)CC)N1CCC2(CC2)CC1